diammonium bis(mesylate) S(C)(=O)(=O)[O-].S(C)(=O)(=O)[O-].[NH4+].[NH4+]